ClC=1N(C2=NC=CC(=C2C(C1C(=O)O)=O)C)C1=NC(=NS1)C1CC1 chloro-1-(3-cyclopropyl-1,2,4-thiadiazol-5-yl)-5-methyl-4-oxo-1,4-dihydro-1,8-naphthyridine-3-carboxylic acid